2-(4-bromophenyl)benzotriazole BrC1=CC=C(C=C1)N1N=C2C(=N1)C=CC=C2